The molecule is a carbobicyclic compound that is trans-decalin substituted at positions 2, 4a, and 8 by 2-hydroxypropan-2-yl, methyl and methylidene groups, respectively (the 2R,4aR,8aS-diastereoisomer). It has a role as a volatile oil component. It is a carbobicyclic compound, a tertiary alcohol and a eudesmane sesquiterpenoid. C[C@]12CCCC(=C)[C@@H]1C[C@@H](CC2)C(C)(C)O